3-(Chloromethyl)-5-(difluoromethyl)pyridine hydrochloride salt Cl.ClCC=1C=NC=C(C1)C(F)F